FC=1C(=C2C(=NC1)NC(=C2)I)C2CCN(CC2)C(=O)C2=C(N)C=C(C=C2)OC(F)(F)F 2-(4-{5-fluoro-2-iodo-1H-pyrrolo[2,3-b]pyridin-4-yl}piperidine-1-carbonyl)-5-(trifluoromethoxy)aniline